C1(CC1)C1=C(C(=NO1)C1=C(C=CC=C1Cl)Cl)CO[C@H]1C[C@H](NCC1)C 5-cyclopropyl-3-(2,6-dichlorophenyl)-4-((((2r,4r)-2-methylpiperidin-4-yl)oxy)methyl)isoxazole